1-(1-Ethoxyethyl)-4-(4,4,5,5-tetramethyl-1,3,2-dioxaborolan-2-yl)-1H-pyrazole C(C)OC(C)N1N=CC(=C1)B1OC(C(O1)(C)C)(C)C